N1N=CC=C1S(=O)(=O)N 1H-pyrazole-5-sulfonamide